O=C1N(CCCCC1)CC(=O)OCCCCCCCCCCCC dodecyl 2-(2-oxoazepan-1-yl)acetate